2,4-dichloro-7-phenethyl-6,7-dihydro-5H-pyrrolo[2,3-d]pyrimidine ClC=1N=C(C2=C(N1)N(CC2)CCC2=CC=CC=C2)Cl